C1=CC(=CC2=NC3=CC=CC=C3C=C12)C=O acridine-3-carbaldehyde